2-bromo-1-(4-fluoro-3-nitrophenyl)-propan-1-one BrC(C(=O)C1=CC(=C(C=C1)F)[N+](=O)[O-])C